Methyl (S)-3-methyl-4-((R)-tetrahydro-2H-pyran-3-carbonyl)-2,3,4,5-tetrahydrobenzo[f][1,4]oxazepine-8-carboxylate C[C@H]1COC2=C(CN1C(=O)[C@H]1COCCC1)C=CC(=C2)C(=O)OC